FC=1C=C2C=CN=CC2=C(C1)C(C#N)C#N 2-(6-fluoroisoquinolin-8-yl)malononitrile